O1C=2C(OCC1CCCCCCCCS(=O)(=O)O)=CSC2 8-(2,3-dihydro-thieno[3,4-b][1,4]dioxin-2-yl)octane-1-sulfonic acid